ClC#CCC(C1=CC=CC=C1)NS(=O)(=O)C1=CC=C(C=C1)C N-[(4-chloro)-1-phenyl-but-3-yn-1-yl]-4-methylbenzenesulfonamide